C(#N)C=1/C(/C(=C(/C(/C1F)=C(\C#N)/C1=C(C(=C(C#N)C(=C1F)F)F)F)[N+]#[C-])F)=C(\C#N)/C1=C(C(=C(C#N)C(=C1F)F)F)F 4,4'-(1E,1'E)-(2-cyano-3,6-difluoro-5-isocyanocyclohexa-2,5-diene-1,4-diylidene)bis-(cyanomethan-1-yl-1-ylidene)bis(2,3,5,6-tetrafluorobenzonitril)